tert-butyl (R)-2-(6-(2,5-dichloropyrimidin-4-yl)-1-oxoisoindolin-2-yl)butanoate ClC1=NC=C(C(=N1)C1=CC=C2CN(C(C2=C1)=O)[C@@H](C(=O)OC(C)(C)C)CC)Cl